(Z)-3-((1H-pyrrol-2-yl)methylene)-5-((2,5-difluorobenzyl)amino)indolin-2-one N1C(=CC=C1)\C=C\1/C(NC2=CC=C(C=C12)NCC1=C(C=CC(=C1)F)F)=O